2-[4-(1-methoxyethyl)-4-methylpiperidin-1-yl]aniline COC(C)C1(CCN(CC1)C1=C(N)C=CC=C1)C